1-(6-bromo-5-nitro-1H-indazol-2-yl)-2-methylpropan-2-ol BrC1=C(C=C2CN(NC2=C1)CC(C)(O)C)[N+](=O)[O-]